C(C1=CC=CC=C1)OC1=C2C(=CNC2=CC=C1)C1C(N(C(C1)=O)C)=O 3-(4-(benzyloxy)-1H-indol-3-yl)-1-methylpyrrolidine-2,5-dione